methyl 5-(4-(3-(5-ethyl-4-((4-methoxybenzyl) oxy) pyrimidin-2-yl) cyclopent-2-en-1-yl) piperazin-1-yl)-6-fluoropicolinate C(C)C=1C(=NC(=NC1)C1=CC(CC1)N1CCN(CC1)C=1C=CC(=NC1F)C(=O)OC)OCC1=CC=C(C=C1)OC